1-(allyloxy)-3,4-dichloro-2-iodobenzene C(C=C)OC1=C(C(=C(C=C1)Cl)Cl)I